C[Si](OCCOC(=O)C(=C)C)(OCCOC(=O)C(=C)C)C dimethyl-di(methacroyloxy-1-ethoxy)silane